(S)-7-bromo-N-(1-((1-cyanocyclopropyl)amino)-4-methyl-1-oxopentan-2-yl)-9H-carbazole-2-carboxamide trifluoroacetate FC(C(=O)O)(F)F.BrC1=CC=C2C=3C=CC(=CC3NC2=C1)C(=O)N[C@H](C(=O)NC1(CC1)C#N)CC(C)C